rac-1',5'-dimethylspiro[bicyclo[2.2.1]heptane-2,3'-bicyclo[3.1.0]hexan]-3-one oxime CC12CC3(CC2(C1)C)C1CCC(C3=NO)C1